BrC1=NC=CC(=C1)Cl 2-bromo-4-chloro-pyridin